N-(hydroxyphenyl)bicyclo[2.2.1]Hept-5-ene-2,3-dicarboximide OC1=C(C=CC=C1)N1C(=O)C2C3C=CC(C2C1=O)C3